C1=CC=CC=2C3=CC=CC=C3C(C12)COC(=O)N[C@H](C(=O)O)CC1=CC=C(C=C1)C=1C=NN(C1)CC(C)(C)O[Si](C)(C)C(C)(C)C (S)-2-((((9H-fluoren-9-yl)methoxy)carbonyl)amino)-3-(4-(1-(2-((tert-butyldimethylsilyl)oxy)-2-methylpropyl)-1H-pyrazol-4-yl)phenyl)propanoic acid